CNC1=NC=CC(=C1)OC 2-(methylamino)-4-methoxypyridine